C(C)(=O)OC1=CC=C2C(=CNC2=C1)CCN(CC)CC=C 3-(2-(allyl (ethyl) amino) ethyl)-1H-indol-6-yl acetate